(S)-N-(3-chloro-2-fluorophenyl)-7-((3-methyl-1-(oxetan-3-yl)pyrrolidin-3-yl)ethynyl)-6-nitroquinazolin-4-amine ClC=1C(=C(C=CC1)NC1=NC=NC2=CC(=C(C=C12)[N+](=O)[O-])C#C[C@]1(CN(CC1)C1COC1)C)F